NC=1C(=NOC1C1=CC=C(C(=N1)C)NC(=O)[C@@H]1[C@H](CCCC1)C(=O)[O-])C (1S,2S)-2-((6-(4-amino-3-methylisoxazol-5-yl)-2-methylpyridin-3-yl)carbamoyl)cyclohexane-1-carboxylate